[O-]S(=O)(=O)C(F)(F)F.C(CC)N1C=[NH+]C=C1 1-propylimidazolium triflate